5-DEOXY-D-RIBOSE O=C[C@H](O)[C@H](O)[C@H](O)C